(R)-6-chloro-3-((1-(2-cyano-3-(3-cyanoazetidin-1-yl)-7-methylquinoxalin-5-yl)ethyl)amino)picolinic acid ClC1=CC=C(C(=N1)C(=O)O)N[C@H](C)C1=C2N=C(C(=NC2=CC(=C1)C)C#N)N1CC(C1)C#N